N1(CCOCC1)C1=NC=2N(C(=N1)NCC=1NC(=CN1)C1=CC=CC=C1)N=CC2C(C)C 2-(morpholin-4-yl)-N-[(5-phenyl-1H-imidazol-2-yl)methyl]-8-(propan-2-yl)pyrazolo[1,5-a][1,3,5]triazin-4-amine